tert-butyl (S)-(1-(2-chloro-5-(1-(2-(dimethylamino)ethyl)-1H-pyrazol-4-yl)pyridin-4-yl)piperidin-3-yl)carbamate ClC1=NC=C(C(=C1)N1C[C@H](CCC1)NC(OC(C)(C)C)=O)C=1C=NN(C1)CCN(C)C